O=S1(CCNCC1)=O 1,1-dioxo-1,4-thiazinane